CC1=CC=C(C=N1)C1=CC=C(C=C1)CO (4-(6-methylpyridin-3-yl)phenyl)methanol